N-vinylsuccinimide C=CN1C(=O)CCC1=O